phenanthren-3-yl fluorosulfonate FS(=O)(=O)OC=1C=CC=2C=CC3=CC=CC=C3C2C1